ClC1=C(C=C(C=C1)C1=CC(=NC=C1)N1CCOCC1)CC(C(=O)NC1=CC=C(C=C1)C=1N(C=NC1)C)NC(=O)C=1N(N=CC1)C N-[1-[[2-chloro-5-(2-morpholino-4-pyridyl)phenyl]methyl]-2-[4-(3-methylimidazol-4-yl)anilino]-2-oxo-ethyl]-2-methyl-pyrazole-3-carboxamide